C(C)(C)C1=CC=2C(C3=CC=CC=C3SC2C=C1)=O 2-isopropyl-9H-thioxanthen-9-one